({[(2R,3S,4R,5R)-5-[6-(benzylamino)-9H-purin-9-yl]-3,4-dihydroxyoxocyclopent-2-yl]methoxy}methyl)phosphonic acid C(C1=CC=CC=C1)NC1=C2N=CN(C2=NC=N1)[C@@H]1[C@H]([C@H]([C@H](C1=O)COCP(O)(O)=O)O)O